C(C)(C)(C)OC(CN(CCN(CC1=CC=CC=C1)CC(=O)OC(C)(C)C)CCN(CC1=CC=CC=C1)CC(=O)OC(C)(C)C)=O di-tert-butyl 2,2'-((((2-(tert-butoxy)-2-oxoethyl)azanediyl)bis(ethane-2,1-diyl))bis(benzylazanediyl))diacetate